ethoxyTrimethylolpropane triacrylate C(C=C)(=O)O.C(C=C)(=O)O.C(C=C)(=O)O.C(C)OC(C(CO)(CO)CO)C